N1N=C(N=C1)CN1CC(C1)OC1=CC=CC=C1C(=O)O 6-({1-[(1H-1,2,4-triazol-3-yl)methyl]azetidin-3-yl}oxy)benzoic acid